C(C1CO1)N(C1=CC(=CC=C1)C)CC1CO1 N,N-bis(2,3-epoxypropyl)-m-toluidine